C(C)OCC(C(F)F)(F)F ethyl-(2,2,3,3-tetrafluoro n-propyl) ether